FC(C1=CC=CC(=N1)OC1=CC2=C(N=C(S2)N2C([C@H]3[C@H]4C=C[C@@H]([C@H]3C2=O)C4)=O)C=C1)(F)F (1R,2S,6R,7S)-4-[6-[[6-(trifluoromethyl)-2-pyridyl]oxy]-1,3-benzothiazol-2-yl]-4-azatricyclo[5.2.1.02,6]dec-8-ene-3,5-dione